C1(CC1)C1=NN=C(O1)C1=CC=C(C=C1)C(=O)N1CCC2(CC1)NCC1=CC=CC=C1C2 [4-(5-cyclopropyl-1,3,4-oxadiazol-2-yl)phenyl](1,4-dihydro-1'H,2H-spiro[isoquinoline-3,4'-piperidin]-1'-yl)methanone